BrC1=NC(=CC=C1N)OC 2-bromo-3-amino-6-methoxypyridine